(3-(trifluoromethyl)-5,6-dihydro-[1,2,4]triazolo[4,3-a]pyrazine-7(8H)-yl)methanone FC(C1=NN=C2N1CCN(C2)C=O)(F)F